O=C1N(CC=2C1=CC=1CNCC1C2)C2C(NC(CC2)=O)=O 3-(1-oxo-3,5,6,7-tetrahydropyrrolo[3,4-f]isoindol-2-yl)piperidine-2,6-dione